2-[2-(3-methoxyphenyl)[1,2,4]triazolo[1,5-c]quinazolin-5-yl]-D-valinamide COC=1C=C(C=CC1)C1=NN2C(=NC=3C=CC=CC3C2=N1)[C@@](N)(C(C)C)C(=O)N